1-methylcyclohexane CC1CCCCC1